1-(2-fluoro-4-((3-oxo-3,4-dihydropyrido[2,3-b]pyrazin-8-yl)oxy)phenyl)-3-(3-isobutyl-1-phenyl-1H-pyrazol-5-yl)urea FC1=C(C=CC(=C1)OC1=CC=NC=2NC(C=NC21)=O)NC(=O)NC2=CC(=NN2C2=CC=CC=C2)CC(C)C